N-[6-(6-Bromo-8-cyclopentyl-7-oxo-7,8-dihydro-pyrido[2,3-d]pyrimidin-2-ylamino)-pyridin-3-yl]-methanesulfonamide BrC1=CC2=C(N=C(N=C2)NC2=CC=C(C=N2)NS(=O)(=O)C)N(C1=O)C1CCCC1